6-chloro-2-methyl-5-(methyl-d3)-4,5-dihydro-2H-pyrazolo[4,3-c][1,7]Naphthyridine ClC1=NC=CC=2C=3C(CN(C12)C([2H])([2H])[2H])=CN(N3)C